7-Hydroxy-2-oxo-4-phenyl-2H-chromene-8-carbaldehyde OC1=CC=C2C(=CC(OC2=C1C=O)=O)C1=CC=CC=C1